2-[[6-[3-(Difluoromethyl)-4-fluoro-phenyl]pyrazolo[3,4-b]pyrazin-1-yl]methyl]-5-methyl-1,3,4-thiadiazole FC(C=1C=C(C=CC1F)C1=CN=C2C(=N1)N(N=C2)CC=2SC(=NN2)C)F